NC=1SC(=CN1)C(=O)NC1=C(C=C(C(=C1)C(N[C@@H]1COCC1)=O)F)C 2-Amino-N-[4-fluoro-2-methyl-5-[[(3S)-oxolan-3-yl]carbamoyl]phenyl]-1,3-thiazole-5-carboxamide